Tert-butyl 4-(3-(4-ethoxyphenyl)isoquinoline-1-carboxamido)piperidine-1-carboxylate C(C)OC1=CC=C(C=C1)C=1N=C(C2=CC=CC=C2C1)C(=O)NC1CCN(CC1)C(=O)OC(C)(C)C